N-(2-fluorophenyl)-2-{[2-(pyridin-2-yl)-5H,6H,7H-cyclopenta[d]pyrimidin-4-yl]amino}acetamide FC1=C(C=CC=C1)NC(CNC=1C2=C(N=C(N1)C1=NC=CC=C1)CCC2)=O